BrC=1C=C2C(=CN1)N(C=C2)CCCC 5-bromo-1-butyl-1H-pyrrolo[2,3-c]pyridine